C(C)OC(C)OCCC(CCCC(=CCCC=C)C)C 1-(1-ethoxyethoxy)-3,7-dimethyl-7,11-dodecadiene